rel-(R)-1-(4-chloro-2-(piperidin-2-yl)benzyl)-2-thiocarbonyl-1,2,3,5-tetrahydro-4H-pyrrolo[3,2-d]pyrimidin-4-one ClC1=CC(=C(CN2C(NC(C3=C2C=CN3)=O)=C=S)C=C1)[C@@H]1NCCCC1 |o1:20|